FS(C1=CC=C(C=C1)NC1CCN(CC1)S(=O)(=N)C1=CC=C(C=C1)C1=CC=C(C=C1)C#N)(F)(F)(F)F 4'-[(4-{[4-(pentafluoro-λ6-sulfanyl)phenyl]Amino}piperidin-1-yl)sulfonimidoyl]-[1,1'-biphenyl]-4-carbonitrile